methyl 2-phenylacetaminobenzoate C1(=CC=CC=C1)C1=C(C(=O)OC)C=CC=C1NC(=O)C